dimethylsiloxy(dimethyl)silane C[SiH](O[SiH](C)C)C